(+)-1,2-bis[(2S,5S)-2,5-diethylphospholanyl]benzene C(C)[C@@H]1P([C@H](CC1)CC)C1=C(C=CC=C1)P1[C@H](CC[C@@H]1CC)CC